[Cl-].C(CCCCCCCCC)[NH+]1CC(CC1)C 1-Decyl-3-Methylpyrrolidinium chlorid